[N+](#[C-])C1=C(C=CC=C1)C1=CC=CC=C1 isocyanobiphenyl